N1(CCNCC1)C1=CC(NN=C1)=O 5-(piperazin-1-yl)-2,3-dihydropyridazin-3-one